BrC1=C2C(=C3C=C(N=CC3=C1)Cl)N(C=N2)C 4-bromo-8-chloro-1-methyl-1H-imidazo[4,5-f]isoquinoline